1-(4-fluorobenzyl)-3-(4-hydroxy-3-methoxybenzyl)thiourea FC1=CC=C(CNC(=S)NCC2=CC(=C(C=C2)O)OC)C=C1